C(C)(C)(C)C1=C(C(=CC(=C1)OC)C(C)(C)C)O 2,6-Di-tert-butyl-4-methoxyphenol